FC1=C(SC(=C1)C(C)(C)O)[S@](=O)(N)=NC(NC1=C2C(=NC(=C1)CC(F)(F)F)CCC2)=O (S)-3-Fluoro-5-(2-hydroxypropan-2-yl)-N'-((2-(2,2,2-trifluoroethyl)-6,7-dihydro-5H-cyclopenta[b]pyridin-4-yl)carbamoyl)thiophene-2-sulfonimidamide